C(C)(C)C=1CN(N2C1N=C(C=C2)O[C@H]2CNCCC2)CC2=CC(=CC=C2)[N+](=O)[O-] (R)-3-isopropyl-N-(3-nitrobenzyl)-5-(piperidin-3-yloxy)pyrazolo[1,5-a]pyrimidine